C(C)(C)(C)OC(=O)NC1=C(C(=NC(=C1F)C1=CC(=C(C=C1)Cl)F)C(=O)OC)Cl methyl 4-(tert-butoxycarbonylamino)-3-chloro-6-(4-chloro-3-fluorophenyl)-5-fluoro-pyridine-2-carboxylate